2-(hydroxymethyl)-5-(6-((3-((trifluoromethyl)thio)phenyl)amino)-9H-purin-9-yl)tetrahydrofuran-3,4-diol OCC1OC(C(C1O)O)N1C2=NC=NC(=C2N=C1)NC1=CC(=CC=C1)SC(F)(F)F